1,3,3-trimethyl-6-[1-(2,2,3,3,3-pentafluoropropyl)-1H-pyrazol-4-yl]-(trifluoromethyl)-1H,2H,3H,5H-imidazo[1,2-a]pyrimidine-2,5-dione CN1C(C(N2C1=NC(=C(C2=O)C=2C=NN(C2)CC(C(F)(F)F)(F)F)C(F)(F)F)(C)C)=O